(1-(6-chloro-1-(pyridin-3-yl)-1H-indazol-3-yl)-2-methylpropyl)-3-methyl-1H-pyrazolo[3,4-d]pyrimidin-4-amine ClC1=CC=C2C(=NN(C2=C1)C=1C=NC=CC1)C(C(C)C)N1N=C(C=2C1=NC=NC2N)C